COCCOC1=CC=C2C(=NNC2=C1)C1=CC=NO1 5-[6-(2-methoxyethoxy)-1H-indazol-3-yl]-1,2-oxazol